ClC=1C=CC2=C([C@H](CO2)NC(=O)C=2C=C(C=CC2)NC2(CCN(CC2)C(=O)OC(C)(C)C)C2=NN=C(N2)C2=CC=NC=C2)C1 |r| racemic-tert-butyl 4-((3-((5-chloro-2,3-dihydrobenzofuran-3-yl)carbamoyl)phenyl)amino)-4-(5-(pyridin-4-yl)-4H-1,2,4-triazol-3-yl)piperidine-1-carboxylate